C(#N)C1=C(C=C(C=C1)NC([C@@](CN1C=CC2=CC(=CC=C12)C(F)(F)F)(C)O)=O)C(F)(F)F (S)-N-(4-cyano-3-(trifluoromethyl)phenyl)-2-hydroxy-2-methyl-3-(5-(trifluoromethyl)-1H-indol-1-yl)propionamide